O=C1N(C=CC=2C=CC=NC12)C=1N=C(OC1C1=CC=C(C=C1)C(F)(F)F)C(=O)OCC ethyl 4-(8-oxo-1,7-naphthyridin-7(8H)-yl)-5-(4-(trifluoromethyl)phenyl)oxazole-2-carboxylate